benzyl (2-(2-(4-fluorophenyl)-6-(2-hydroxy-1-(4-methyl-[2,4'-bithiazole]-5-carboxamido)propan-2-yl)pyridin-4-yl)propan-2-yl)carbamate FC1=CC=C(C=C1)C1=NC(=CC(=C1)C(C)(C)NC(OCC1=CC=CC=C1)=O)C(CNC(=O)C1=C(N=C(S1)C=1N=CSC1)C)(C)O